6,7-Dibromo-5,8-dioxo-2,3,5,8-tetrahydro-1H-pyrazolo[1,2-a]pyridazine-2-carboxylic acid BrC=1C(N2N(C(C1Br)=O)CC(C2)C(=O)O)=O